5-((tert-butoxycarbonyl)amino)-3-fluoro-2-hydroxycyclohexyl 4-nitrobenzoate [N+](=O)([O-])C1=CC=C(C(=O)OC2C(C(CC(C2)NC(=O)OC(C)(C)C)F)O)C=C1